C1(=CC=CC=C1)N1N=CC(=C1)C=1SC=C(N1)C(=O)N1C[C@H](CCC1)N (3S)-1-[2-(1-phenyl-1H-pyrazol-4-yl)-1,3-thiazole-4-carbonyl]piperidin-3-amine